7-chloro-2-(((R)-2,2-difluoro-1-(((R)-3-fluoropyrrolidin-1-yl)methyl)cyclopropyl)methoxy)-8-fluoro-5-((S)-2-methylazetidin-1-yl)pyrido[4,3-d]pyrimidine ClC1=C(C=2N=C(N=CC2C(=N1)N1[C@H](CC1)C)OC[C@]1(C(C1)(F)F)CN1C[C@@H](CC1)F)F